NC=1N=NC(=CC1C#CC1(C[C@H]2COC[C@@H](C1)N2C(=O)OC(C)(C)C)C)C2=C(C=CC=C2)OCOC tert-butyl (1R,5S)-7-((3-amino-6-(2-(methoxymethoxy)phenyl)pyridazin-4-yl)ethynyl)-7-methyl-3-oxa-9-azabicyclo[3.3.1]nonane-9-carboxylate